2,3-dioxo-1,4-dihydroquinoxaline O=C1NC2=CC=CC=C2NC1=O